O1C(=NC2=C1C=CC=C2)C2(CCN(CC2)C2=CC(N(C1=CC=CC=C21)C)=O)OC 4-[4-(1,3-benzoxazol-2-yl)-4-methoxypiperidin-1-yl]-1-methyl-2-oxo-1,2-dihydroquinoline